N1(CCNCC1)C1=CC=C2C(=NN(C2=C1)CC(F)(F)F)N1C(NC(CC1)=O)=O 1-(6-(Piperazin-1-yl)-1-(2,2,2-trifluoroethyl)-1H-indazol-3-yl)dihydropyrimidine-2,4(1H,3H)-dione